1-(3-((2-amino-5-chloropyridin-3-yl)oxy)phenyl)-3-(m-tolyl)urea NC1=NC=C(C=C1OC=1C=C(C=CC1)NC(=O)NC=1C=C(C=CC1)C)Cl